S1C(=CC=C1)C=1OC(C(N1)=CC=1SC=CC1)=O 2-(thiophen-2-yl)-4-(thiophen-2-ylmethylene)oxazol-5(4H)-one